[Zr].[Ni].[Au] gold nickel zirconium